6-chloro-N2-ethyl-N4-isopropyl-1,3,5-triazine-2,4-diamine ClC1=NC(=NC(=N1)NCC)NC(C)C